(S)-2-((4-(3-fluoro-2-hydroxyphenyl)-6-oxo-3,6-dihydropyridin-1(2H)-yl)methyl)-1-(Oxetan-2-ylmethyl)-1H-benzo[d]imidazole-6-carboxylic acid methyl ester COC(=O)C=1C=CC2=C(N(C(=N2)CN2CCC(=CC2=O)C2=C(C(=CC=C2)F)O)C[C@H]2OCC2)C1